tris(2-isocyanoazulene-1,3-dicarboxylic acid) (hexaethyl 6,6',6''-(benzene-1,3,5-triyl) tris(2-isocyanoazulene-1,3-dicarboxylate)) C(C)C1=C(C2=C(C(=C(C2=CC=C1C=1C=C(C=C(C1)C=1C(=C(C2=C(C(=C(C2=C(C1CC)CC)C(=O)O)[N+]#[C-])C(=O)O)CC)CC)C=1C=CC2=C(C(=C(C2=CC1)C(=O)O)[N+]#[C-])C(=O)O)C(=O)O)[N+]#[C-])C(=O)O)CC.[N+](#[C-])C1=C(C2=CC=CC=CC2=C1C(=O)O)C(=O)O.[N+](#[C-])C1=C(C2=CC=CC=CC2=C1C(=O)O)C(=O)O.[N+](#[C-])C1=C(C2=CC=CC=CC2=C1C(=O)O)C(=O)O